N-(4-((6,7-dimethoxyquinolin-4-yl)oxy)-3,5-difluorophenyl)-4-methoxypyridine-3-carboxamide COC=1C=C2C(=CC=NC2=CC1OC)OC1=C(C=C(C=C1F)NC(=O)C=1C=NC=CC1OC)F